(4-(3,5-bis(trifluoromethyl)phenyl)-2-methyl-1,5,6,7-tetrahydro-s-indacen-1-yl)dimethyl(2,3,4,5-tetramethylcyclopenta-2,4-dien-1-yl)silane zirconium dichloride [Cl-].[Cl-].[Zr+2].FC(C=1C=C(C=C(C1)C(F)(F)F)C1=C2C=C(C(C2=CC=2CCCC12)[Si](C1C(=C(C(=C1C)C)C)C)(C)C)C)(F)F